t-butyl peroxycyclohexanecarboxylate C1(CCCCC1)C(=O)OOC(C)(C)C